(S)-1-cyano-N-(5-(isopropylsulfonyl)-4,5,6,7-tetrahydropyrazolo[1,5-a]pyrazin-2-yl)pyrrolidine-3-carboxamide C(#N)N1C[C@H](CC1)C(=O)NC1=NN2C(CN(CC2)S(=O)(=O)C(C)C)=C1